CC1=NC(=CC=C1O[C@@H]1C[C@H](CCC1)C(=O)O)C1=C(C(=NO1)C)CNS(=O)(=O)CC1=CC=CC=C1 (1S,3S)-3-((2-methyl-6-(3-methyl-4-(((phenylmethyl)sulfonamido)methyl)Isoxazol-5-yl)pyridin-3-yl)oxy)cyclohexane-1-carboxylic Acid